N=1SN=C2C1C=CC=C2S(=O)(=O)N2CCC1(C[C@@H](CO1)NCC(COC1=C(C=CC=C1)S(=O)(=O)NC)O)CC2 3-((S)-8-(benzo[c][1,2,5]thiadiazol-4-ylsulfonyl)-1-oxa-8-azaspiro[4.5]dec-3-ylamino)-2-hydroxypropoxy-N-methylbenzenesulfonamide